1,5-bis{[2-(di-methylamino)ethyl]amino}-4,8-dihydroxyanthracene-9,10-dione CN(CCNC1=CC=C(C=2C(C3=C(C=CC(=C3C(C12)=O)O)NCCN(C)C)=O)O)C